diaminodiphenyl-N-methyl-amine NC=1C(=C(C=CC1)N(C)C1=CC=CC=C1)N